OC=1C=C(C=O)C=CC1C(C)(C)CC 3-hydroxy-4-tertiary amyl-benzaldehyde